C(C)(=O)N1[C@H]([C@@H]([C@H](C2=CC(=CC=C12)C=1CCOCC1)NC(OC(C)(C)C)=O)C)C1CC1 |r| rac-tert-butyl ((2S,3R,4R)-1-acetyl-2-cyclopropyl-6-(3,6-dihydro-2H-pyran-4-yl)-3-methyl-1,2,3,4-tetrahydroquinolin-4-yl)carbamate